2-cyano-3-(2-fluorophenyl)acrylamide C(#N)C(C(=O)N)=CC1=C(C=CC=C1)F